(6-hydroxy-2-(4-hydroxyphenyl)benzo[b]thiophen-3-yl)(4-propoxyphenyl)methanone OC=1C=CC2=C(SC(=C2C(=O)C2=CC=C(C=C2)OCCC)C2=CC=C(C=C2)O)C1